FC1=CC=C(C=C1)N1N=C2C(=N1)C=CC(=C2)NC(=O)C2OCCCC2 N-[2-(4-fluorophenyl)benzotriazol-5-yl]tetrahydropyran-2-carboxamide